NC1(C(C(CCC1)(C)O)=O)C1=C(C(=CC=C1)F)C(F)(F)F 2-amino-2-(3-fluoro-2-(trifluoromethyl)phenyl)-6-hydroxy-6-methylcyclohexane-1-one